FC(C=1C=C(C=C(C1)C(F)(F)F)C=1NC(=NN1)S=C1NC(=NC(=C1)Cl)S=C1OC2=C(N1)C=C(C=C2)OC)(F)F 2-((4-((5-(3,5-bis(trifluoromethyl)phenyl)-4H-1,2,4-triazol-3-yl)thioxo)-6-chloropyrimidin-2-yl)thioxo)-5-methoxybenzo[d]oxazole